2,2-Di(but-3-enyl)propane-1,3-diol C(CC=C)C(CO)(CO)CCC=C